OC1=CC=C(C=C1)N1C2CN(CC1CC(C2)=O)S(=O)(=O)C2=CC=C1C=CN(C1=C2)[Si](C(C)C)(C(C)C)C(C)C 9-(4-hydroxyphenyl)-3-((1-(triisopropylsilyl)-1H-indol-6-yl)sulfonyl)-3,9-diazabicyclo[3.3.1]nonan-7-one